N-(4-(6-amino-9-((1r,4r)-4-(hydroxymethyl)cyclohexyl)-8-oxo-8,9-dihydro-7H-purin-7-yl)benzyl)-5-fluoro-2-methoxybenzamide NC1=C2N(C(N(C2=NC=N1)C1CCC(CC1)CO)=O)C1=CC=C(CNC(C2=C(C=CC(=C2)F)OC)=O)C=C1